N-(2-hydroxy-3-methacryloxypropyl)-N-phenylglycine OC(CN(CC(=O)O)C1=CC=CC=C1)COC(C(=C)C)=O